methyl 5-((5-(3,4-difluorophenyl)oxazol-2-yl)amino)picolinate FC=1C=C(C=CC1F)C1=CN=C(O1)NC=1C=CC(=NC1)C(=O)OC